NC1=CC(=C(C=C1)N(CCNC(O)=O)C)C[S@](=O)C.OB1N(N=CC2=C1C=CC=C2)C(=O)C2=CC(=CC=C2)SC |r| (1-hydroxybenzo[d][1,2,3]diazaborinin-2(1H)-yl)(3-(methylthio)phenyl)methanone (±)-(2-((4-amino-2-((methylsulfinyl)methyl)phenyl)(methyl)amino)ethyl)carbamate